N-(5-benzimidazolonyl)-3-hydroxy-2-naphthoyl-amine N=1C(=NC=2C1C=CC(C2)=O)NC(=O)C2=CC1=CC=CC=C1C=C2O